N'-(1,2,3,5,6,7-hexahydro-s-indacen-4-ylcarbamoyl)-4-isobutylbenzene-sulfonimidamide C1CCC2=C(C=3CCCC3C=C12)NC(=O)N=S(=O)(N)C1=CC=C(C=C1)CC(C)C